adipic acid 1,6-diethyl ester C(C)OC(CCCCC(=O)OCC)=O